(R)-(1-(((4-(3-methyl-3-((trimethylsilyl)oxy)piperidin-1-yl)-6,7-dihydro-5H-pyrrolo[3,4-d]pyrimidin-2-yl)oxy)methyl)cyclopropyl)methyl acetate C(C)(=O)OCC1(CC1)COC=1N=C(C2=C(N1)CNC2)N2C[C@@](CCC2)(O[Si](C)(C)C)C